N-Benzyl-2-(7-methoxynaphthalen-1-yl)acetamide C(C1=CC=CC=C1)NC(CC1=CC=CC2=CC=C(C=C12)OC)=O